C1(=CC=C(C=C1)CNC(C1=C(C=C(C=C1)N1N=CC=C1)OC)=O)C1=CC=CC=C1 N-([1,1'-biphenyl]-4-ylmethyl)-2-methoxy-4-(1H-pyrazol-1-yl)benzamide